[Si](C)(C)(C(C)(C)C)O[C@H]1[C@@H]([C@H](N(C1)C=C=O)CO)C (2S,3R,4S)-4-[tert-butyl(dimethyl)silyl]oxy-2-(hydroxymethyl-3-methyl-pyrrolidin-1-yl)ethenone